FC1=CC=C(C=C1)N1C(=NC2=CC(=CC=C2C1=O)N1CCNCC1)C1=CC=C(C#N)C=C1 4-(3-(4-fluorophenyl)-4-oxo-7-(piperazin-1-yl)-3,4-dihydro-quinazolin-2-yl)benzonitrile